(S)-3-(5-(2,4-difluorophenyl)thiophen-2-yl)-3-(3-(1-methyl-4-oxo-2-oxo-1,2-dihydropyridin-3-yl)ureido)propanoic acid sodium salt [Na+].FC1=C(C=CC(=C1)F)C1=CC=C(S1)[C@H](CC(=O)[O-])NC(=O)NC1C(N(C=CC1=O)C)=O